ClC1=CC(=C(C=C1)C1=NC(=CC=2N=C(N(C(C21)=O)C)C)N2C[C@H](OCC2)C2=NN=C(N2)CC)F (S)-5-(4-chloro-2-fluorophenyl)-7-(2-(5-ethyl-4H-1,2,4-triazol-3-yl)morpholino)-2,3-dimethylpyrido[4,3-d]pyrimidin-4(3H)-one